1-{2-[4-(4-methyl-piperazine-1-carbonyl)-anilino]-pyrimidin-4-yl}-1H-indole-3-carboxamide CN1CCN(CC1)C(=O)C1=CC=C(NC2=NC=CC(=N2)N2C=C(C3=CC=CC=C23)C(=O)N)C=C1